[C@@H]1(CCC12OCCO2)N2N=CC(=C2)C=2C(=C(C=CC2)NC2=CC(=NC=C2C(=O)N)NC(=O)[C@@H]2CC21CCC1)OC 4-((3-(1-((S)-5,8-dioxaspiro[3.4]octan-1-yl)-1H-pyrazol-4-yl)-2-methoxyphenyl)amino)-6-((R)-spiro[2.3]hexane-1-carboxamido)nicotinamide